7,12-dimethylbenzo(a)anthracene CC=1C2=CC=C3C(=C2C(=C2C=CC=CC12)C)C=CC=C3